3-(sec-butyl)-N-(1-cyanocyclopropyl)-2-oxo-1,2,3,5-tetrahydro-4H-benzo[1,4]diazepine-4-carboxamide C(C)(CC)C1C(NC2=C(CN1C(=O)NC1(CC1)C#N)C=CC=C2)=O